(R)-1-azido-17-((4-decylphenyl)carbamoyl)-15-oxo-3,6,9,12-tetraoxa-16-azaoctadecan-18-ylphosphoric acid N(=[N+]=[N-])CCOCCOCCOCCOCCC(N[C@H](COP(O)(O)=O)C(NC1=CC=C(C=C1)CCCCCCCCCC)=O)=O